C(C)OC1=CC=C(C=N1)C1=CN(C2=CC(=CC=C12)NC(C1=CC(=C(C=C1)C)NC=1N=NC=CC1)=O)C N-(3-(6-Ethoxypyridin-3-yl)-1-methyl-1H-indol-6-yl)-4-methyl-3-(pyridazin-3-ylamino)benzamide